2-Chloro-4-((2R,5S)-5-((4-((E)-(hydroxyimino)methyl)phenoxy)methyl)-2-(trifluoromethyl)oxazolidin-3-yl)benzonitril ClC1=C(C#N)C=CC(=C1)N1[C@H](O[C@@H](C1)COC1=CC=C(C=C1)/C=N/O)C(F)(F)F